3-(trihydroxygermanyl)propionic acid O[Ge](CCC(=O)O)(O)O